2,5-difluoro-4-cyanophenylboronic acid FC1=C(C=C(C(=C1)C#N)F)B(O)O